FC(OC=1C(=NC(=NC1OC)NS(=O)(=O)C1=CNC2=C1C=CC=1C=CC=NC21)OC)F N-[5-(difluoromethoxy)-4,6-dimethoxy-pyrimidin-2-yl]-1H-pyrrolo[3,2-H]quinoline-3-sulfonamide